(2S)-benzyl 2-((tert-butoxycarbonyl)amino)-4-(2-phenylethylsulfonimidoyl)butanoate C(C)(C)(C)OC(=O)N[C@H](C(=O)OCC1=CC=CC=C1)CCS(=O)(=N)CCC1=CC=CC=C1